C(#N)C1=CC=C(CNC(=O)C2=NN(C=3C(N(CCC32)CC3(CC3)S(NC)(=O)=O)=O)C)C=C1 N-(4-Cyanobenzyl)-1-methyl-6-((1-(N-methylsulfamoyl)cyclopropyl)methyl)-7-oxo-4,5,6,7-tetrahydro-1H-pyrazolo[3,4-c]pyridine-3-carboxamide